2-(2-phenyl-1,3-thiazol-4-yl)-1-[4-(2-phenylethoxy)piperidin-1-yl]ethan-1-one C1(=CC=CC=C1)C=1SC=C(N1)CC(=O)N1CCC(CC1)OCCC1=CC=CC=C1